N-(5-chloro-6-piperazin-1-yl-3-pyridinyl)methanesulfonamide hydrochloride Cl.ClC=1C=C(C=NC1N1CCNCC1)NS(=O)(=O)C